4,6-dichloropyrimidine ClC1=NC=NC(=C1)Cl